2-(3,5-difluoro-4-hydroxyphenyl)-5,6-dihydrobenzo[d]thiazol-7(4H)-one FC=1C=C(C=C(C1O)F)C=1SC2=C(N1)CCCC2=O